COC(COC1=C(C2=C(C=N1)CC(C2)COS(=O)(=O)C2=CC=C(C=C2)C)C)=O 2-[[4-methyl-6-[(4-methylphenyl)sulfonyloxymethyl]-6,7-dihydro-5H-cyclopenta[c]pyridin-3-yl]oxy]acetic acid methyl ester